C1(=CC=CC=C1)C1=C2C=CCC2=CC=C1 4-phenylindene